FC(C(=O)O)(F)F.COC1=C(C=CC(=C1)OCC(=O)O)C1=CC=C(C=C1)C1=N[C@H](C=2N(C3=C1C(=C(S3)C)C)C(=NN2)C)CC(=O)OC ({2-Methoxy-4'-[(6S)-6-(2-methoxy-2-oxoethyl)-2,3,9-trimethyl-6H-thieno[3,2-f][1,2,4]triazolo[4,3-a][1,4]diazepin-4-yl][1,1'-biphenyl]-4-yl}oxy)acetic acid trifluoroacetate